FC=1C=C(C=CC1)C=1C=CC=2N(N1)C(=CN2)C2=CC=CC=C2 6-(3-Fluorophenyl)-3-phenylimidazo[1,2-b]pyridazine